hydroxyhexahydrofuro[3,2-b]furan OC1CC2C(O1)CCO2